isotridecyl-methylamine C(CCCCCCCCCC(C)C)NC